CO[Si](CCC(F)(F)F)(OC)OC trimethoxy-3,3,3-trifluoropropylsilane